C1CC2=C1C=1C=CC=CC1N2 indolocyclobutane